FC([C@H](C)NC(C)=O)(F)F N-[(1S)-2,2,2-trifluoro-1-methyl-ethyl]acetamide